ClC1=CC=C2C(=NC(N(C2=C1)C)=O)N(C1=CC(=CC(=C1)C#CC1(CC1)C(F)(F)F)F)CC(F)(F)F 7-chloro-4-[3-fluoro-N-(2,2,2-trifluoroethyl)-5-[2-[1-(trifluoromethyl)cyclopropyl]ethynyl]anilino]-1-methyl-quinazolin-2-one